C(CCC)C1=NC=2C(=C3C(=NC2N)C=C(S3)C)N1CC1CCN(CC1)C 2-butyl-7-methyl-1-((1-methylpiperidin-4-yl)methyl)-1H-imidazo[4,5-d]thieno[3,2-b]pyridine-4-amine